2-((15-(trimethylsilyl)pentadec-14-yn-1-yl)oxy)ethyl hydrogen ((((R)-1-(6-amino-9H-purin-9-yl)propan-2-yl)oxy)methyl)phosphonate NC1=C2N=CN(C2=NC=N1)C[C@@H](C)OCP(OCCOCCCCCCCCCCCCCC#C[Si](C)(C)C)(O)=O